N1(N=CC=C1)C1=C(CNC2=C3N=CN(C3=NC(=N2)N[C@@H]2CN(CCC2)C(=O)OC(C)(C)C)C(C)C)C=CC=C1 tert-butyl (S)-3-((6-((2-(1H-pyrazol-1-yl)benzyl)amino)-9-isopropyl-9H-purin-2-yl)amino)piperidine-1-carboxylate